CC(C(=O)/C=C/C1=CC(=C(C=C1)OC)OC)(C(=O)/C=C/C2=CC(=C(C=C2)OC)OC)C TETRAMETHYLCURCUMIN